C1(CC1)C([C@@H](C(=O)NC1=NC(=C(C=C1)C=1C(=NNC1CC)C)F)NC(=O)C=1N(N=CC1)CCCSC)C1CC1 N-[(1S)-1-(dicyclopropylmethyl)-2-[[5-(5-ethyl-3-methyl-1H-pyrazol-4-yl)-6-fluoro-2-pyridyl]amino]-2-oxo-ethyl]-2-(3-methylsulfanylpropyl)pyrazole-3-carboxamide